decadienylphosphorus C(=CC=CCCCCCC)[P]